N-(3''-fluoro-4''-((isopropylamino)methyl)-5''-methoxy-2,2'-dimethyl-[1,1':3',1''-terphenyl]-3-yl)-2,4-dimethyl-3,5-dioxo-2,3,4,5-tetrahydro-1,2,4-triazine-6-carboxamide FC=1C=C(C=C(C1CNC(C)C)OC)C=1C(=C(C=CC1)C1=C(C(=CC=C1)NC(=O)C=1C(N(C(N(N1)C)=O)C)=O)C)C